C1(CCCCC1)CC(C(=O)N[C@@H](CC(C)C)OB(O)O)C(=O)NCC1=CC(=CC=C1)OC ((1R)-1-(2-(cyclohexylmethyl)-3-((3-methoxybenzyl)amino)-3-oxopropionamido)-3-methylbutyl)boric acid